Methyl N-(2-(4-((tert-butoxycarbonyl)amino)phenyl)thiazole-4-carbonyl)-O-(tert-butyldiphenylsilyl)seryl-L-threoninate C(C)(C)(C)OC(=O)NC1=CC=C(C=C1)C=1SC=C(N1)C(=O)N[C@@H](CO[Si](C1=CC=CC=C1)(C1=CC=CC=C1)C(C)(C)C)C(=O)N[C@@H]([C@H](O)C)C(=O)OC